4-(tertiary butyl)-1-(nitromethyl)cyclohex-1-ene C(C)(C)(C)C1CC=C(CC1)C[N+](=O)[O-]